(4R)-ethyl 4-propyl-2-oxotetrahydrofuran-3-carboxylate C(CC)[C@@H]1C(C(OC1)=O)C(=O)OCC